C(C)(C)(C)OC(=O)NC[C@@]1(OC2=C(C1)C(=C(C=C2)Cl)C2=C(C(=O)O)C=CC(=C2F)F)C2=CC=CC=C2 2-((2S,4S)-2-(((Tert-butoxycarbonyl)amino)methyl)-5-chloro-2-phenyl-2,3-dihydrobenzofuran-4-yl)-3,4-difluorobenzoic acid